6-(6-cyclopropyl-1H-pyrrolo[2,3-b]pyridin-3-yl)-1-isopropyl-2-methyl-1H-imidazo[4,5-b]pyridine C1(CC1)C1=CC=C2C(=N1)NC=C2C=2C=C1C(=NC2)N=C(N1C(C)C)C